N-(3-hydroxy-4-methoxybenzyl)-2-piperazinyl-5-nitrobenzamide OC=1C=C(CNC(C2=C(C=CC(=C2)[N+](=O)[O-])N2CCNCC2)=O)C=CC1OC